(5R)-2-(2,2-difluorocyclobutane-1-carbonyl)-9,9-dimethyl-8-oxo-2-azaspiro[4.5]dec-6-ene-7-carbonitrile FC1(C(CC1)C(=O)N1C[C@]2(CC1)C=C(C(C(C2)(C)C)=O)C#N)F